1-[2-[7-(difluoromethyl)-5-azaspiro[2.4]heptan-5-yl]-6-[5-[(6-methylpyridazin-3-yl)amino]benzimidazol-1-yl]-3-pyridinyl]ethanol (E,Z)-9,11-Hexadecadienyl-acetate C(CCCCCCC\C=C\C=C/CCCC)CC(=O)OC(C)C=1C(=NC(=CC1)N1C=NC2=C1C=CC(=C2)NC=2N=NC(=CC2)C)N2CC1(CC1)C(C2)C(F)F